CC=1C(=NC=C(C(=O)NC2=CC=NC=C2)C1)N1CC=2C=C(C=NC2CC1)C(F)(F)F 5-methyl-N-(pyridin-4-yl)-6-(3-(trifluoromethyl)-7,8-dihydro-1,6-naphthyridin-6(5H)-yl)nicotinamide